2-aminoethoxy-1,3-dioxolane NCCOC1OCCO1